N-[5-(pent-2-yl)-1,3,4-thiadiazol-2-yl]sulfonamide sodium [Na].CC(CCC)C1=NN=C(S1)NS(=O)=O